dicarboxymethyl-glutamine C(=O)(O)C(C(=O)O)N[C@@H](CCC(N)=O)C(=O)O